FCC1(CC1)COC[C@H]1CN(CCC1)C1CCN(CC1)C(=O)OCC1=CC=CC=C1 |r| rac-Benzyl 3-({[1-(fluoromethyl)cyclopropyl]methoxy}methyl)[1,4'-bipiperidine]-1'-carboxylate